FC(CN1N=CC=2C1=NC(=CN2)N2C(C1(CC2)CC2CCC(C1)N2C(=O)OC(C)(C)C)=O)F tert-butyl 1'-(1-(2,2-difluoroethyl)-1H-pyrazolo[3,4-b]pyrazin-6-yl)-2'-oxo-8-azaspiro[bicyclo[3.2.1]octane-3,3'-pyrrolidine]-8-carboxylate